ClC1=C2C(=C(C(N(C2=CC=C1O)C)=O)C(=O)N(C1=CC=CC=C1)CC)O 5-chloro-N-ethyl-4,6-dihydroxy-1-methyl-2-oxo-N-phenyl-1,2-dihydroquinoline-3-carboxamide